6-Bromo-2-(2-methyltetrahydro-2H-pyran-4-yl)quinoline BrC=1C=C2C=CC(=NC2=CC1)C1CC(OCC1)C